CN1C=2C=CC(=NC2C(=CC1=O)N1CCC(CC1)OC1=NC(=NC=C1)C)C#N 5-Methyl-8-(4-((2-methylpyrimidin-4-yl)oxy)piperidin-1-yl)-6-oxo-5,6-dihydro-1,5-naphthyridin-2-carbonitril